acryloxylauryl phosphate P(=O)(OCCCCCCCCCCCCOC(C=C)=O)([O-])[O-]